(3-bromo-4-hydroxyphenyl)(spiro[benzo[b][1,4]oxazine-2,1'-cyclopropane]-4(3H)-yl)methanone BrC=1C=C(C=CC1O)C(=O)N1C2=C(OC3(CC3)C1)C=CC=C2